COC=1C(=CC2=C(N=C(S2)NC(C(OC2=CC=C(C=C2)OC(F)(F)F)C2=CC=C(C=C2)S(=O)(=O)CC)=O)C1)OC N-(5,6-Dimethoxy-benzothiazol-2-yl)-2-(4-ethanesulfonyl-phenyl)-2-(4-trifluoromethoxy-phenoxy)-acetamide